BrC1=CC=C(C=C1)N1N=C(C(=C1)C=1OC=CC1)[C@H]1OCC(N1CCC=1C=C2CC(NC2=CC1)=O)=O (2R)-2-(1-(4-bromophenyl)-4-(furan-2-yl)-1H-pyrazol-3-yl)-3-(2-(2-oxoindolin-5-yl)ethyl)oxazolidin-4-one